6-METHOXY-N-(2-FLUORO-4-PENTYLPHENYL)-2-(TRIFLUOROMETHYL)-1H-IMIDAZO[4,5-B]PYRAZIN-5-AMINE COC1=C(N=C2C(=N1)NC(=N2)C(F)(F)F)NC2=C(C=C(C=C2)CCCCC)F